1-(4-chlorobenzyl)-3-(4-formylphenyl)urea ClC1=CC=C(CNC(=O)NC2=CC=C(C=C2)C=O)C=C1